ClC1=NN(C2=CC=C(C=C12)COC1=CC=C2C=C(COC2=C1)CN1CCCCC1)CCC 1-[7-(3-chloro-1-propyl-1H-indazol-5-yl-methoxy)-2H-chromen-3-ylmethyl]-piperidin